C1=CC=C(C(=C1)Cl)Cl 2-dichlorobenzene